meta-aminobenzenesulfonic acid-triethylamine salt C(C)N(CC)CC.NC=1C=C(C=CC1)S(=O)(=O)O